2-iodo-1-butene IC(=C)CC